CN(C)C[C@@H]1NCCC1 (R)-N,N-dimethyl-1-(pyrrolidin-2-yl)methylamine